8-(6-(difluoromethyl)pyridin-3-yl)-2-ethoxy-6-(2-methyl-2H-indazol-5-yl)-1,6-naphthyridin-7(6H)-one FC(C1=CC=C(C=N1)C=1C(N(C=C2C=CC(=NC12)OCC)C1=CC2=CN(N=C2C=C1)C)=O)F